CN1N=C(C=C1C1=CC(=CC=C1)C(F)(F)F)C(=O)O 1-methyl-5-[3-(trifluoromethyl)phenyl]1H-pyrazole-3-carboxylic acid